CN1N=CC(=C1C1=NC(=NC=C1F)N1CCC(CC1)C(=O)N(C)CC=1N=C(SC1C)C)C 1-(4-(1,4-dimethyl-1H-pyrazol-5-yl)-5-fluoropyrimidin-2-yl)-N-((2,5-dimethylthiazol-4-yl)methyl)-N-methylpiperidine-4-carboxamide